benzyl-bis(2-chloroethyl)ethyl-ammonium bromide [Br-].C(C1=CC=CC=C1)[N+](CC)(CCCl)CCCl